FC(C=1N=CC=2N(C1)C=C(N2)C(=O)N)(F)F 6-(trifluoromethyl)imidazo[1,2-a]pyrazine-2-carboxamide